NC1=CC=C(C(=C1C(=O)N(C)C)F)C=1C(=C2C(=NC1)NC[C@@]21[C@@H](C1)C1=CC=CC=C1)Cl 6-Amino-3-((1S,2S)-4'-chloro-2-phenyl-1',2'-dihydrospiro[cyclopropane-1,3'-pyrrolo[2,3-b]pyridin]-5'-yl)-2-fluoro-N,N-dimethylbenzamide